N,N-Dimethyl-3-((4-((2-methyl-4-phenylthiazol-5-yl)oxy)pyridin-2-yl)amino)benzenesulfonamide CN(S(=O)(=O)C1=CC(=CC=C1)NC1=NC=CC(=C1)OC1=C(N=C(S1)C)C1=CC=CC=C1)C